[N+](=O)([O-])C1=CC=C(C=C1)SC methyl (4-nitrophenyl) sulfide